2-(6-azaspiro[2.5]oct-6-yl)-N-(5-(trifluoromethyl)thieno[2,3-b]pyridin-3-yl)benzamide C1CC12CCN(CC2)C2=C(C(=O)NC1=CSC3=NC=C(C=C31)C(F)(F)F)C=CC=C2